(S)-5-(5,5-difluoropiperidin-3-yl)-3-(2,3-dihydro-1H-pyrrolo[1,2-a]indol-9-yl)-1,2,4-oxadiazole hydrochloride Cl.FC1(C[C@@H](CNC1)C1=NC(=NO1)C1=C2N(C=3C=CC=CC13)CCC2)F